ClC1=C(C=C(C=C1)C=1C=C2C(=NC1)N(C(N2CC(=O)N2CC(C2)(F)F)=O)C)OC(F)F 6-[4-chloro-3-(difluoromethoxy)phenyl]-1-[2-(3,3-difluoroazetidin-1-yl)-2-oxo-ethyl]-3-methyl-imidazo[4,5-b]pyridin-2-one